2-chloro-4-(2-fluorophenyl)-7H-pyrrolo[2,3-d]pyrimidine ClC=1N=C(C2=C(N1)NC=C2)C2=C(C=CC=C2)F